ClC1=NN2C(C=N1)=CN=C2C(C)C 2-chloro-7-isopropylimidazo[4,3-f][1,2,4]triazine